CN(C(=O)NC)C=CC N,N'-dimethylpropenylurea